5-[[(2E)-3-Chloro-2-propen-1-yl]amino]-1-[2,6-dichloro-4-(trifluoromethyl)phenyl]-4-[(trifluoromethyl)sulfinyl]-1H-pyrazol-3-carbonitrile Cl/C=C/CNC1=C(C(=NN1C1=C(C=C(C=C1Cl)C(F)(F)F)Cl)C#N)S(=O)C(F)(F)F